CN(C1=CC(=NC=N1)C1=CC=2C=NC(=CC2N1COCC[Si](C)(C)C)NC1CCOCC1)CC(F)(F)F 2-[6-[methyl(2,2,2-trifluoroethyl)amino]pyrimidin-4-yl]-N-tetrahydropyran-4-yl-1-(2-trimethylsilylethoxymethyl)pyrrolo[3,2-c]pyridin-6-amine